CN1C(CC=2C1=NC(=CC2)B(O)O)=O (1-Methyl-2-oxo-3H-pyrrolo[2,3-b]pyridin-6-yl)boronic acid